C(C)C1=C(C(N2N=C(N=C2N1CC(=O)N)C=1C=C2C=CC(NC2=CC1)=O)=O)N1CCN(CC1)C(=O)C1=NC=NC(=C1O)C (6-ethyl-5-{4-[(5-hydroxy-6-methyl-4-pyrimidinyl)carbonyl]-1-piperazinyl}-4-oxo-2-(2-oxo-6-quinolyl)-1,3,3a,7-tetraaza-7-indenyl)acetamide